C(C)S(=O)(=O)NC=1C=CC(=C(C1)C=1C(=CC(N(C1)C)=O)O[C@@H]1CC[C@H](CC1)NC(OC)=O)OC1=C(C=C(C=C1C)F)C methyl {trans-4-[(5-{5-[(ethanesulfonyl)amino]-2-(4-fluoro-2,6-dimethylphenoxy)phenyl}-1-methyl-2-oxo-1,2-dihydropyridin-4-yl)oxy]cyclohexyl}carbamate